6-chloro-3-(5-(4-methoxyphenyl)-1-(tetrahydrofuran-3-carbonyl)-4,5-dihydro-1H-pyrazol-3-yl)-4-methylquinolin-2(1H)-one ClC=1C=C2C(=C(C(NC2=CC1)=O)C1=NN(C(C1)C1=CC=C(C=C1)OC)C(=O)C1COCC1)C